4-((4-(2-(4-hydroxyphenyl)-3-oxo-3,4-dihydro-2H-benzo[b][1,4]oxazin-2-yl)phenoxy)methyl)benzoic acid OC1=CC=C(C=C1)C1(C(NC2=C(O1)C=CC=C2)=O)C2=CC=C(OCC1=CC=C(C(=O)O)C=C1)C=C2